BrC=1C=2C(C3=C(NC2N=CC1I)CC(CC3=O)(C)C)(C3=CC=CC=C3)C 4-bromo-3-iodo-5,8,8-trimethyl-5-phenyl-5,8,9,10-tetrahydrobenzo[b][1,8]naphthyridine-6(7H)-one